C(C(C)C)OC1=CC(=C(C=N1)N1C2=C(SC=3N=CC=C(NC1=O)C32)C(=O)N)C (R)-(6-isobutoxy-4-methylpyridin-3-yl)-4-oxo-4,5-dihydro-3H-1-thia-3,5,8-triazaacenaphthylene-2-carboxamide